5-(2,4-difluorophenyl)pyrrolidin-2-one FC1=C(C=CC(=C1)F)C1CCC(N1)=O